ClC1=C(C=CC(=C1)[N+](=O)[O-])NC(C1=C(C(=CC=C1C)C(C)C)O)=O N-(2-Chloro-4-Nitro-Phenyl)-2-Hydroxy-3-Isopropyl-6-Methyl-Benzamide